(R)-2-((4-((1-(3-nitro-5-(trifluoromethyl)phenyl)ethyl)amino)-6-(pyrrolidin-1-yl)pyrido[3,4-d]pyrimidin-2-yl)oxy)ethan-1-ol [N+](=O)([O-])C=1C=C(C=C(C1)C(F)(F)F)[C@@H](C)NC=1C2=C(N=C(N1)OCCO)C=NC(=C2)N2CCCC2